(S)-N-(1-(4-ethynyl-3-oxo-2-phenyl-2,3,7,8,9,10-hexahydrocyclohepta[de]isoquinolin-1-yl)ethyl)-2-(sulfamoylamino)pyrazolo[1,5-a]pyrimidine-3-carboxamide C(#C)C1=CC=C2C=3C(=C(N(C(C13)=O)C1=CC=CC=C1)[C@H](C)NC(=O)C=1C(=NN3C1N=CC=C3)NS(N)(=O)=O)CCCC2